6-[4-(difluoromethyl)phenyl]-2-(1-methyl-1H-pyrazol-4-yl)-3-oxo-2,3-dihydropyridazine-4-carboxylic acid FC(C1=CC=C(C=C1)C=1C=C(C(N(N1)C=1C=NN(C1)C)=O)C(=O)O)F